C(=O)(O)C(CCCCCCCCCCCCCC)S carboxy-1-pentadecanethiol